C(C)OC1=C(C=CC(=C1F)F)[C@@H]1[C@@H](O[C@@]([C@@H]1C)(C(F)(F)F)C)C(=O)NC1=CC(=NC=C1)C(=O)N 4-((2R,3R,4R,5S)-3-(2-ethoxy-3,4-difluorophenyl)-4,5-dimethyl-5-(trifluoromethyl)tetrahydrofuran-2-carboxamido)picolinamide